CCCCCCCCCCCCCCCCCCOC[C@H](COP(=O)([O-])OCC[N+](C)(C)C)OC(=O)CCCCCCC/C=C\CCCCCCC 1-octadecyl-2-(9Z-heptadecenoyl)-glycero-3-phosphocholine